methyl 3-(9-((4-(((tert-butoxycarbonyl)amino)methyl)-2-methylphenyl)carbamoyl)-4,5-dihydrobenzo[b]thieno[2,3-d]oxepin-8-yl)-6-((4-cyanocyclohexyl)carbamoyl)picolinate C(C)(C)(C)OC(=O)NCC1=CC(=C(C=C1)NC(=O)C1=CC2=C(OCCC3=C2SC=C3)C=C1C=1C(=NC(=CC1)C(NC1CCC(CC1)C#N)=O)C(=O)OC)C